2-Chloro-5-methyl-N4-[3-(1,1-dimethylethylsulfinamido)phenyl]pyrimidine-4-amine ClC1=NC=C(C(=N1)NC1=CC(=CC=C1)NS(=O)C(C)(C)C)C